C(C)(C)(C)OC(=O)NCC1=C(C=CC(=C1F)OC)C=1C=NC(=NC1)C(=O)O 5-(2-(((tert-butoxycarbonyl)amino)methyl)-3-fluoro-4-methoxyphenyl)pyrimidine-2-carboxylic acid